methyl 2-(N-(4-methoxy-6-((4-(propiolamidomethyl)-1H-pyrazol-1-yl)methyl)benzo[d]isoxazol-3-yl)sulfamoyl)benzoate COC1=CC(=CC2=C1C(=NO2)NS(=O)(=O)C2=C(C(=O)OC)C=CC=C2)CN2N=CC(=C2)CNC(C#C)=O